2-(5-chloro-7-morpholinylbenzo[c][1,2,5]oxadiazol-4-yl)-N5-methyl-1,3,4-thiadiazole-2,5-diamine ClC1=C(C=2C(=NON2)C(=C1)N1CCOCC1)C1(SC(=NN1)NC)N